2-Methyl-2-(4-methylpent-3-enyl)-7-propyl-5-chromenol CC1(OC=2C=C(C=C(C2C=C1)O)CCC)CCC=C(C)C